CN(C(=O)OC[C@@H]1N(CCC1)C1=CC=C2C(C(C=NC2=C1)C(=O)O)=O)C 7-[(2R)-2-[[(dimethylcarbamoyl)oxy]methyl]pyrrolidin-1-yl]-4-oxoquinoline-3-carboxylic acid